C12C(C3CC(CC(C1)C3)C2)C2=CC=C(O2)C#N 5-(2-adamantyl)furan-2-carbonitrile